CC1=NN(C(=C1)C)C1=CC=C(C=C1)F 3,5-dimethyl-1-(p-fluorophenyl)-1H-pyrazole